methyl 4-(bromomethyl)bicyclo[2.2.2]octane-1-carboxylate BrCC12CCC(CC1)(CC2)C(=O)OC